N-(3-fluorophenyl)-5-methyl-1H-benzo[d]imidazole-2-carboxamide FC=1C=C(C=CC1)NC(=O)C1=NC2=C(N1)C=CC(=C2)C